methyl 4-(1-(3-chloro-[1,2,4]triazolo[4,3-b]pyridazin-6-yl)piperidin-4-yl)benzoate ClC1=NN=C2N1N=C(C=C2)N2CCC(CC2)C2=CC=C(C(=O)OC)C=C2